2-(bromomethyl)thiazole-4-carbonitrile BrCC=1SC=C(N1)C#N